COC1=NC=CC(=C1CSC=1NC(C2=C(N1)CCC2)=O)C 2-(((2-methoxy-4-methylpyridin-3-yl)methyl)thio)-3,5,6,7-tetrahydro-4H-cyclopenta[d]pyrimidin-4-one